ClC1=CC=CC(=N1)C(CNC(=O)C1=NC(=NO1)C1=NC=C(C=C1F)F)(C)C=1C=NN(C1)C N-[2-(6-chloro-2-pyridyl)-2-(1-methylpyrazol-4-yl)propyl]-3-(3,5-difluoro-2-pyridyl)-1,2,4-oxadiazole-5-carboxamide